C(C)OC(=O)C1=CC(=NN1CCCC(=O)OCC)[N+](=O)[O-] 1-(4-ethoxy-4-oxobutyl)-3-nitro-1H-pyrazole-5-carboxylic acid ethyl ester